N1(CCC1)C1=CC(=CC(=N1)N1N=CC=2C(=NC(=CC21)C=2C=NC=CC2OC)C)N2[C@@H]([C@H](C2)CS(=O)(=O)C)C 1-(6-(azetidin-1-yl)-4-((2R,3S)-2-methyl-3-((methylsulfonyl)methyl)azetidin-1-yl)pyridin-2-yl)-6-(4-methoxypyridin-3-yl)-4-methyl-1H-pyrazolo[4,3-c]pyridine